C(=CCCCCCCCC)S(=O)(=O)O Decenesulfonic acid